5-(1-(cyclopropyl-(phenyl)methyl)-1H-pyrazol-4-yl)-1,3-dimethylpyridin-2(1H)-one C1(CC1)C(N1N=CC(=C1)C=1C=C(C(N(C1)C)=O)C)C1=CC=CC=C1